CC1(OCC[C@H](O1)COC1=NC(=NC=C1)C1C=CC=C2NCCNC21)C 5-((((S)-2,2-dimethyl-1,3-dioxan-4-yl)methoxy)pyrimidin-2-yl)-1,2,3,4,4a,5-hexahydrobenzo[b]pyrazin